4-cyano-N-((1s,3r,5R,7S)-3-((2-(5-fluoroisoindolin-2-yl)-2-oxoethyl)amino)adamantan-1-yl)benzamide hydrochloride Cl.C(#N)C1=CC=C(C(=O)NC23CC4(C[C@@H](C[C@H](C2)C4)C3)NCC(=O)N3CC4=CC=C(C=C4C3)F)C=C1